difluoromethyl 2,2-difluorovinyl ether FC(=COC(F)F)F